S1(=O)(=O)NC(=O)C2=CC=CC=C12.[Ag] silver saccharin salt